cadmium selenosulfide [Se]=S.[Cd]